C(C1=CC=CC=C1)OC(=O)N1[C@@H]2C[C@@H]2[C@H](CC1)N1C(C2=CC=CC=C2C1=O)=O.C1(CCC1)OC1=CC(=NC(=N1)N1C=NC=C1)C(=O)NC1CCC(CC1)C 6-cyclobutoxy-2-(1H-imidazol-1-yl)-N-((1r,4r)-4-methylcyclohexyl)pyrimidine-4-carboxamide benzyl-(1R,5S,6R)-5-(1,3-dioxoisoindolin-2-yl)-2-azabicyclo[4.1.0]heptane-2-carboxylate